1,2,5-thiadiazole-3,4-dicarboxylic acid S1N=C(C(=N1)C(=O)O)C(=O)O